2-[(2-{4-[2-(dimethylamino)ethoxy]pyridin-2-yl}-6,6-dimethyl-5H,6H,7H-cyclopenta[d]pyrimidin-4-yl)(methyl)amino]-N-(propan-2-yl)acetamide CN(CCOC1=CC(=NC=C1)C=1N=C(C2=C(N1)CC(C2)(C)C)N(CC(=O)NC(C)C)C)C